O1C(=NC2=C1C=CC=C2)C=2N=C(NC(C2OC)OCC2=CC=CC=C2)N2C(C1=CC=CC=C1CC2)C2=CC=CC=C2 2-[4-(1,3-benzoxazol-2-yl)-6-(benzyloxy)-5-methoxy-1,6-dihydropyrimidin-2-yl]-1-phenyl-1,2,3,4-tetrahydroisoquinoline